CC=1N=C2N(N=C(C=C2C)C=2N=C3N(C(C2)=O)C=C(S3)N3CCNC2(CC2)C3)C1 7-(2,8-dimethylimidazo[1,2-b]pyridazin-6-yl)-2-(4,7-diazaspiro[2.5]octan-7-yl)-5H-thiazolo[3,2-a]pyrimidin-5-one